4-{5-[(1-methyl-1H-imidazol-2-yl)methoxy]-1-benzofuran-2-yl}pyridine-3-carbonitrile CN1C(=NC=C1)COC=1C=CC2=C(C=C(O2)C2=C(C=NC=C2)C#N)C1